N-[(5-Chlorothiophen-2-yl)methyl]-3-{1-[(4-methoxyphenyl)methyl]piperidin-4-yl}-1-(thiophen-3-carbonyl)-1H-pyrazol-5-amin ClC1=CC=C(S1)CNC1=CC(=NN1C(=O)C1=CSC=C1)C1CCN(CC1)CC1=CC=C(C=C1)OC